3-(2-((2-(2,6-dioxopiperidin-3-yl)-1,3-dioxoisoindolin-5-yl)amino)ethoxy)propionic acid O=C1NC(CCC1N1C(C2=CC=C(C=C2C1=O)NCCOCCC(=O)O)=O)=O